FC(C1(CC1)CNC12CC(C1)(C2)C2CN(C2)C=O)(F)F [3-[3-[[1-(trifluoromethyl)cyclopropyl]methylamino]-1-bicyclo[1.1.1]pentanyl]azetidin-1-yl]methanone